C1=CC=CC=2C3=CC=CC=C3N(C12)C=1C=CC=2NC3=CC=C(C=C3C2C1)N1C2=CC=CC=C2C=2C=CC=CC12 9'H-9,3':6',9''-Tercarbazole